[Ca+2].CC1=C(C(=CC(=C1)C)C)S(=O)[O-].CC1=C(C(=CC(=C1)C)C)S(=O)[O-] 2,4,6-trimethylbenzenesulfinic acid calcium salt